Diethyl 3,4-dihydroisoquinoline-2,3(1H)-dicarboxylate C1N(C(CC2=CC=CC=C12)C(=O)OCC)C(=O)OCC